BrC1=NN2C(N(C(=CC2=O)CC)CC(=O)NC2=C(C=C(C(=C2)Cl)C(F)(F)F)C)=N1 2-(2-Bromo-5-ethyl-7-oxo-[1,2,4]triazolo[1,5-a]pyrimidin-4(7H)-yl)-N-(5-chloro-2-methyl-4-(trifluoromethyl)phenyl)acetamide